ClC=1C=C(C=CC1OCC(COC(C=C)=O)O)C1=C(C=2CC3=CC=CC=C3C2C=C1)C1=CC(=C(C=C1)OCC(COC(C=C)=O)O)Cl bis(3-chloro-4-(3-acryloyloxy-2-hydroxypropoxy)phenyl)fluorene